2-[(2E)-2-(aminomethyl)-3-fluoroprop-2-en-1-yl]-4-{[5-(4-methyl-3,4-dihydro-2H-1,4-benzoxazin-7-yl)thiophen-2-yl]methyl}-2,4-dihydro-3H-1,2,4-triazol-3-one hydrochloride Cl.NC/C(/CN1N=CN(C1=O)CC=1SC(=CC1)C1=CC2=C(N(CCO2)C)C=C1)=C\F